2-(5-(((7-(3,3-difluoropyrrolidin-1-yl)-5-isopropyl-5H-pyrrolo[3,2-d]pyrimidin-2-yl)thio)methyl)-2-fluorophenyl)acetic acid FC1(CN(CC1)C1=CN(C2=C1N=C(N=C2)SCC=2C=CC(=C(C2)CC(=O)O)F)C(C)C)F